C1(=CC=CC=C1)C=1C=C2CCN(CC2=CC1)C(=O)NC1=CNC=2C1=NC=CC2 6-phenyl-N-(1H-pyrrolo[3,2-b]pyridin-3-yl)-3,4-dihydro-isoquinoline-2(1H)-carboxamide